1-(2-phenylethyl)biguanide C1(=CC=CC=C1)CCNC(=N)NC(=N)N